(7R,12bR)-7,8,9-trifluoro-1H,2H,3H,4H,6H,7H,12H,12bH-indolo[2,3-a]quinolizin-4-one F[C@@H]1C2=C([C@H]3CCCC(N3C1)=O)NC1=CC=C(C(=C12)F)F